IC1=CC=2C(C3=CC=CC=C3C(C2C=C1)=O)=O 2-iodoanthracene-9,10-dione